CC1=CC=NC(=N1)N1CC(CCC1)C(F)(F)F 6-methyl-2-(3-(trifluoromethyl)piperidin-1-yl)pyrimidine